4,6-dichloro-2-methyl-pyridine-3-carboxylic acid ClC1=C(C(=NC(=C1)Cl)C)C(=O)O